C([O-])([O-])=O.[Zr+4].C([O-])([O-])=O zirconium(IV) carbonate